1-(4-(5-(chlorodifluoromethyl)-1,2,4-oxadiazol-3-yl)phenyl)-2-((2-methoxyethyl)sulfonyl)ethan-1-one ClC(C1=NC(=NO1)C1=CC=C(C=C1)C(CS(=O)(=O)CCOC)=O)(F)F